COC[C@H](C1=CC(=NC=C1)OCC(F)(F)F)NC(=O)NC1CC2(CC2)C1 1-{(S)-2-methoxy-1-[2-(2,2,2-trifluoro-ethoxy)-pyridin-4-yl]-ethyl}-3-spiro[2.3]hex-5-yl-urea